diorcinol-D CC1=CC(=CC(=C1)OC2=C(C(=CC(=C2)O)C)CC=C(C)C)O